ClC=1C=NC=C(C1[C@@H](C)OC=1C=C2C(=NNC2=CC1)C1=CC2=C(OCCN2C(CCN(C)C)=O)N=C1)Cl 1-[7-[5-[(1R)-1-(3,5-dichloro-4-pyridyl)ethoxy]-1H-indazol-3-yl]-2,3-dihydropyrido[2,3-b][1,4]oxazin-1-yl]-3-(dimethylamino)propan-1-one